ethyl 2-[3-(tert-butoxycarbonylamino)cyclopentyl]acetate C(C)(C)(C)OC(=O)NC1CC(CC1)CC(=O)OCC